C1(CC1)C1=NC=C(C(=N1)OC[C@@H]1CN(CC1)C1=CC(=CC=C1)C1=NC(=NC=C1)C)C#N (S)-2-cyclopropyl-4-((1-(3-(2-methylpyrimidin-4-yl)phenyl)pyrrolidin-3-yl)methoxy)pyrimidine-5-carbonitrile